N=1C=2N(NC1C(=O)N)CCC2 5,6-dihydropyrrolo[1,2-b][1,2,4]triazole-2-carboxamide